2-(4-chloro-3-fluorophenoxy)-N-[(3S,6R)-6-[5-(2-cyclopropyl-ethoxy)-1,3,4-oxadiazol-2-yl]piperidin-3-yl]acetamide ClC1=C(C=C(OCC(=O)N[C@@H]2CN[C@H](CC2)C=2OC(=NN2)OCCC2CC2)C=C1)F